CC=1C=C(C=C(C1)C)SCC(C1=C(C=CC=C1)OC)C1=CC=NC=C1 4-(2-((3,5-dimethylphenyl)thio)-1-(2-methoxyphenyl)ethyl)pyridine